(6-(3-(azetidin-1-yl)-1H-1,2,4-triazol-1-yl)-2-azaspiro[3.3]heptan-2-yl)(3-((4-(trifluoromethyl)benzyl)oxy)azetidin-1-yl)methanone N1(CCC1)C1=NN(C=N1)C1CC2(CN(C2)C(=O)N2CC(C2)OCC2=CC=C(C=C2)C(F)(F)F)C1